4-((2-(azetidin-1-ylmethyl)-6-fluorobenzyl)amino)-3-chloro-2,6-difluoro-N-(thiazol-4-yl)benzenesulfonamide 2,2,2-trifluoroacetate FC(C(=O)O)(F)F.N1(CCC1)CC1=C(CNC2=C(C(=C(C(=C2)F)S(=O)(=O)NC=2N=CSC2)F)Cl)C(=CC=C1)F